C(C)N1N=CC(=C1)C1=NOC2=C1C1=C(C(CC2)N)C=CC=C1 (1-ethyl-1H-pyrazol-4-yl)-5,6-dihydro-4H-benzo[6,7]cyclohepta[1,2-d]isoxazol-6-amine